3-[5-Cyano-2-(propan-2-yl)thiophen-3-yl]-1-[(1-methyl-1H-pyrazol-4-yl)(1-methylpiperidin-3-yl)sulfamoyl]urea C(#N)C1=CC(=C(S1)C(C)C)NC(NS(N(C1CN(CCC1)C)C=1C=NN(C1)C)(=O)=O)=O